C(C=C)OC(=O)N1C(SCC1C(=O)O)C 3-((allyloxy)carbonyl)-2-methylthiazolidine-4-carboxylic acid